C(CCC)C1=C(C(O)=CC=C1)O butyl-catechol